methyl 4-acetoxy-1-(4-bromophenyl)-7-methyl-2-naphthoate C(C)(=O)OC1=CC(=C(C2=CC(=CC=C12)C)C1=CC=C(C=C1)Br)C(=O)OC